ethyl-2-cyano-2-(methylsulfonyloxyimino)acetate C(C)OC(C(=NOS(=O)(=O)C)C#N)=O